ClC1=C(C=C(C=C1)N(C(=O)C1N(NC(C1)=O)C1=NC(=CC(=N1)C)C(F)(F)F)CC#CC1=NC=C(C=N1)C)C N-(4-chloro-3-methylphenyl)-2-(4-methyl-6-(trifluoromethyl)pyrimidin-2-yl)-N-(3-(5-methylpyrimidin-2-yl)prop-2-yn-1-yl)-5-oxopyrazolidine-3-carboxamide